1-(3,5-dibromo-4-chlorophenyl)-1,2,3,4-tetrahydronaphthalene BrC=1C=C(C=C(C1Cl)Br)C1CCCC2=CC=CC=C12